Cl.NC(C)=N amino-α-iminoethane hydrochloride